[Si](C)(C)(C(C)(C)C)N=S(=O)(N)C1=NN(C=C1)C N'-(tert-butyldimethylsilyl)-1-methyl-1H-pyrazole-3-sulfonimidamide